P1(CCC1)=O Phosphetan-1-oxid